9-iodo-3,7-dimethylnonane-4,6,8-trienoic acid ethyl ester C(C)OC(CC(C=CC=C(C=CI)C)C)=O